1-isopropoxy-4-isothiocyanatobenzene C(C)(C)OC1=CC=C(C=C1)N=C=S